(3-hydroxy-2-{[(2S,3R,4S,5S,6R)-3,4,5-trihydroxy-6-(hydroxymethyl)oxan-2-yl]oxy}phenyl)methyl (1S)-1-hydroxy-6-oxocyclohex-2-ene-1-carboxylate O[C@]1(C=CCCC1=O)C(=O)OCC1=C(C(=CC=C1)O)O[C@@H]1O[C@@H]([C@H]([C@@H]([C@H]1O)O)O)CO